(9Z,9'Z,12Z,12'Z)-2-((4-(((3-(dimethylamino)propoxy)carbonyl)oxy)hexadecanoyl)oxy)propane-1,3-diyl bis(octadeca-9,12-dienoate) C(CCCCCCC\C=C/C\C=C/CCCCC)(=O)OCC(COC(CCCCCCCC=CCC=CCCCCC)=O)OC(CCC(CCCCCCCCCCCC)OC(=O)OCCCN(C)C)=O